C1(CC1)C=1C=C(C(=O)N[C@@H](C)C2=NC=NN2C=2N=CC=NC2)C=C(C1)OC(F)(F)F 5-(5-{(1S)-1-[3-Cyclopropyl-5-(trifluoromethoxy)benzamido]ethyl}-1H-1,2,4-triazol-1-yl)pyrazin